3-nitro-4-hydroxy-5-bromopyridine [N+](=O)([O-])C=1C=NC=C(C1O)Br